OC1=C(C(=CC(=C1C(=O)N1CCOCC1)CCCCC)O)C1C(CCC(=C1)C)C(=C)C (2,6-dihydroxy-5'-methyl-4-pentyl-2'-(prop-1-en-2-yl)-1',2',3',4'-tetrahydro-[1,1'-biphenyl]-3-yl)(morpholino)methanone